2,2'-[Naphthalene-2,3-diylbis(methyleneoxy[1,1'-binaphthyl]-2',2-diyloxy)]di(ethan-1-ol) C1=C(C(=CC2=CC=CC=C12)COC1=C(C2=CC=CC=C2C=C1)C1=C(C=CC2=CC=CC=C12)OCCO)COC1=C(C2=CC=CC=C2C=C1)C1=C(C=CC2=CC=CC=C12)OCCO